6-((((3S,4S)-8-(6-amino-5-((2-aminopyridin-4-yl)thio)pyrazin-2-yl)-3-methyl-2-oxa-8-azaspiro[4.5]decan-4-yl)amino)methyl)-2-(2,6-dioxopiperidin-3-yl)-4-fluoroisoindoline-1,3-dione NC1=C(N=CC(=N1)N1CCC2([C@@H]([C@@H](OC2)C)NCC2=CC(=C3C(N(C(C3=C2)=O)C2C(NC(CC2)=O)=O)=O)F)CC1)SC1=CC(=NC=C1)N